C12N(CC(C1)C2)C2=NC=C(C(=O)NC=1C(=NC=CC1C1=CC=NN1)N1CC(CC1)(F)F)C=C2 6-(2-azabicyclo[2.1.1]hexan-2-yl)-N-(2-(3,3-difluoropyrrolidin-1-yl)-4-(1H-pyrazol-5-yl)pyridin-3-yl)nicotinamide